O1CCC(CC1)OC(=O)N1C2CN(CC1C2)C2=NC=C(C=C2)C=2C=1N(C=C(C2)OCC(C)(C)O)N=CC1C#N 3-(5-(3-Cyano-6-(2-hydroxy-2-methylpropyloxy)pyrazolo[1,5-a]pyridin-4-yl)pyridin-2-yl)-3,6-diazabicyclo[3.1.1]heptane-6-carboxylic acid tetrahydro-2H-pyran-4-yl ester